3-((3-fluoro-5-(methylcarbamoyl)pyridin-2-yl)oxy)azetidine-1-carboxylic acid tert-butyl ester C(C)(C)(C)OC(=O)N1CC(C1)OC1=NC=C(C=C1F)C(NC)=O